[K].FC(C1(C(F)(F)O1)F)(F)F hexafluoropropylene oxide, potassium salt